FC1=C(C=C(C=O)C=C1)C(F)(F)F 4-Fluoro-3-(trifluoromethyl)benzaldehyde